C1(CC1)C1=CC(=NN1)N(C1=NC(=NC=C1)N1C2CCC(C1)(C2)CO)C (2-(4-((5-cyclopropyl-1H-pyrazol-3-yl)(methyl)amino)pyrimidin-2-yl)-2-azabicyclo[2.2.1]heptan-4-yl)methanol